ClC1=CC=C(C=C1)C(C(F)(F)F)N(S(=O)(=O)C=1C=C(C=NC1)N1C(C=CC=C1)=O)C N-(1-(4-chlorophenyl)-2,2,2-trifluoroethyl)-N-methyl-2-oxo-2H-[1,3'-bipyridine]-5'-sulfonamide